C1(CC1)NC1=NC(=NC(=N1)NC)NCC#C N-Cyclopropyl-N'-methyl-N''-prop-2-ynyl-[1,3,5]triazine-2,4,6-triamine